methyl 3-[({2-[(tert-butyl)oxycarbonyl]-5-[methyl (4-methyl phenyl)amino]isoindolinyl}methyl)amino]pyridine-4-carboxylate C(C)(C)(C)OC(=O)N1C(C2=CC=C(C=C2C1)N(C1=CC=C(C=C1)C)C)CNC=1C=NC=CC1C(=O)OC